CC=1N=NN2C1C1=C(C(CC2)NC2=C(C=CC=C2)CC(=O)NC)C=C(C=C1)C=1CCN(CC1)C(=O)OC(C)(C)C tert-butyl 4-(1-methyl-7-((2-(2-(methylamino)-2-oxoethyl)phenyl) amino)-6,7-dihydro-5H-benzo[c][1,2,3]triazolo[1,5-a]azepin-9-yl)-3,6-dihydropyridine-1(2H)-carboxylate